2-(2,2-difluoropropyl)-3-methyl-1,2,3,4-tetrahydroisoquinoline-6-carboxylic acid FC(CN1CC2=CC=C(C=C2CC1C)C(=O)O)(C)F